C(C=C)OC/C=C/C=1C=CC(=C(C(=O)OC)C1)OC methyl (E)-5-(3-(allyloxy)prop-1-en-1-yl)-2-methoxybenzoate